2,2-bis[3-(3-nitrobenzamido)-4-hydroxyphenyl]hexafluoropropane [N+](=O)([O-])C=1C=C(C(=O)NC=2C=C(C=CC2O)C(C(F)(F)F)(C(F)(F)F)C2=CC(=C(C=C2)O)NC(C2=CC(=CC=C2)[N+](=O)[O-])=O)C=CC1